COC1=CC=C2C(=C(C=NC2=C1)N)NCC1=CC(=CC=C1)SC 7-methoxy-N4-[(3-methylsulfanylphenyl)methyl]quinoline-3,4-diamine